3-cyclopropyl-N6-(4-methoxybenzyl)-N6-methyl-N8-(pyridin-2-ylmethyl)-[1,2,4]triazolo[4,3-b]pyridazine-6,8-diamine C1(CC1)C1=NN=C2N1N=C(C=C2NCC2=NC=CC=C2)N(C)CC2=CC=C(C=C2)OC